6-(4-isopropyl-3-(5-(6-((tetrahydro-2H-pyran-4-yl)methyl)-2,6-diazaspiro[3.3]hept-2-yl)pyridin-2-yl)-1H-pyrazol-5-yl)-8-methoxy-[1,2,4]triazolo[1,5-a]pyridine C(C)(C)C=1C(=NNC1C=1C=C(C=2N(C1)N=CN2)OC)C2=NC=C(C=C2)N2CC1(C2)CN(C1)CC1CCOCC1